NCC1CC2(C1)OC(N(C2)[C@@H](C)C=2C=CC=C1C(=C(NC21)C(=O)O)C2=CC(=NC=C2)O)=O 7-((S)-1-((2S,4r)-2-(aminomethyl)-6-oxo-5-oxa-7-azaspiro[3.4]octan-7-yl)ethyl)-3-(2-hydroxypyridin-4-yl)-1H-indole-2-carboxylic acid